1-acetyl-2-((6-(morpholine-4-carbonyl)-4-(pyridin-4-yl)quinolin-2-yl)methylene)-indolin-3-one C(C)(=O)N1C(C(C2=CC=CC=C12)=O)=CC1=NC2=CC=C(C=C2C(=C1)C1=CC=NC=C1)C(=O)N1CCOCC1